methyl 3-[bis(tert-butoxycarbonyl)amino]-6-[(1R)-1-methylbut-3-enoxy]-5-(trifluoromethyl)pyridine-2-carboxylate C(C)(C)(C)OC(=O)N(C=1C(=NC(=C(C1)C(F)(F)F)O[C@@H](CC=C)C)C(=O)OC)C(=O)OC(C)(C)C